1-(3-((4-(4-chlorophenyl)phthalazin-1-yl)amino)pyrrolidin-1-yl)ethan-1-one ClC1=CC=C(C=C1)C1=NN=C(C2=CC=CC=C12)NC1CN(CC1)C(C)=O